5-cyclopropyl-3-ethylsulfonyl-N-[1-methyl-5-(trifluoromethylsulfanyl)-2-pyridylidene]pyridine-2-carboxamide C1(CC1)C=1C=C(C(=NC1)C(=O)N=C1N(C=C(C=C1)SC(F)(F)F)C)S(=O)(=O)CC